(methacryloyloxy)propyl-methyldimethoxysilane C(C(=C)C)(=O)OCCC[Si](OC)(OC)C